C(=O)O.ClC1=C(C=CC(=C1F)OC)C1=CN=C2N1C=CN=C2NC2=CC(=C(C=C2)C(=O)N2CCN(CC2)C(=O)[C@H]2[C@@H](CNCC2)O)C [4-[[3-(2-chloro-3-fluoro-4-methoxyphenyl)imidazo[1,2-a]pyrazin-8-yl]amino]-2-methylphenyl]-[4-[(3S,4R)-3-hydroxypiperidine-4-carbonyl]piperazin-1-yl]methanone formate